C(C)(C)(C)C1=C(C(=C(C(=C1)O)C)C(C)(C)C)C(CCC)C=1C=C(C(=CC1)O)C di-tert-butyl-4,4'-butylidenedicresol